NCC1=CC2=C(N(C(=N2)CN2C(N(C3=C2C=NC=C3)CC(F)(F)F)=O)CCCC(F)F)C=C1 3-((5-(aminomethyl)-1-(4,4-difluorobutyl)-1H-benzo[d]imidazol-2-yl)methyl)-1-(2,2,2-trifluoroethyl)-1,3-dihydro-2H-imidazo[4,5-c]pyridin-2-one